2-(2,2-dimethyl-4-piperidinyl)pyridine hydrochloride Cl.CC1(NCCC(C1)C1=NC=CC=C1)C